2-((2-chloro-5-(trifluoromethyl)pyrimidin-4-yl)amino)cyclohexane-1-carbonitrile ClC1=NC=C(C(=N1)NC1C(CCCC1)C#N)C(F)(F)F